COC1=CC=C(CN(C2=CC(=C(C=C2)N=C(N)C2=C(C=3N(N=C2)C=C(C3)Br)Cl)Cl)CC3=CC=C(C=C3)OC)C=C1 N'-(4-(bis(4-methoxybenzyl)amino)-2-chlorophenyl)-6-bromo-4-chloropyrrolo[1,2-b]pyridazine-3-carboximidamide